FC=1C=C2C(=NC1)NC=C2C=O (5-fluoro-1H-pyrrolo[2,3-b]pyridin-3-yl)methanone